N(=[N+]=[N-])CCN1C=C(C2=CC=C(C=C12)Cl)S(=O)(=O)N(COC)C1=C(C=C(C(=C1)F)Br)F 1-(2-azidoethyl)-N-(4-bromo-2,5-difluorophenyl)-6-chloro-N-(methoxymethyl)-1H-indole-3-sulfonamide